CC1=C2C(=C(C(=C1OC)C=O)O)C(=O)C[C@H](O2)C3=CC=CC=C3 The molecule is a monohydroxyflavanone that is (2S)-flavanone substituted by a hydroxy group at position 5, a methoxy group at position 7, a methyl group at position 8 and a formyl group at position 6. Isolated from the buds of Cleistocalyx operculatus, it has been shown to exhibit inhibitory effects on the viral neuraminidases from two influenza viral strains, H1N1 and H9N2. It has a role as an EC 3.2.1.18 (exo-alpha-sialidase) inhibitor and a plant metabolite. It is a monohydroxyflavanone, a monomethoxyflavanone and an aldehyde. It derives from a (2S)-flavanone.